(2S,4R)-4-hydroxy-1-[(2S)-2-[4-[3-(1-hydroxy-1-methyl-ethyl)phenyl]triazol-1-yl]-3,3-dimethyl-butanoyl]-N-methyl-pyrrolidine-2-carboxamide O[C@@H]1C[C@H](N(C1)C([C@H](C(C)(C)C)N1N=NC(=C1)C1=CC(=CC=C1)C(C)(C)O)=O)C(=O)NC